C12(C=CC=C3C4=CC=CC=C4C=C13)CC1=CC=CC3=CC=CC2=C13 acenaphthenespirofluorene